(5-(5-chloropyridin-2-yl)-2-methylphenyl)glycine ClC=1C=CC(=NC1)C=1C=CC(=C(C1)NCC(=O)O)C